CC(CCCC(=O)O)(C)C 5,5-DIMETHYLHEXANOIC ACID